NC1=C(C(=NN1C(C)C)C1=CC(=C(C=C1)CC(=O)NC1=NOC(=C1)C1(CCCC1)C)COC)C(=O)N 5-Amino-1-isopropyl-3-[3-(methoxymethyl)-4-[2-[[5-(1-methylcyclopentyl)isoxazol-3-yl]amino]-2-oxoethyl]phenyl]pyrazole-4-carboxamide